[Sn].[Pb].[Bi] bismuth lead tin